FC(N1N=CC(=C1)C1=CC(=CC(=N1)CNC(C=C)=O)C1=CC=C(C=C1)F)F N-((6-(1-(difluoromethyl)-1H-pyrazol-4-yl)-4-(4-fluorophenyl)pyridin-2-yl)methyl)acrylamide